difluoromethanesulfonylpiperidin-3-yl acetate C(C)(=O)OC1CN(CCC1)S(=O)(=O)C(F)F